C(C)OC(=O)[C@H]1[C@@H](C1)C(=O)O trans-2-(ethoxycarbonyl)cyclopropanecarboxylic acid